methoxy-7-(6-methyl-pyridazin-3-yl)-thiazolo[4,5-c]pyridin COC=1SC2=C(C=NC=C2C=2N=NC(=CC2)C)N1